IC=1C2=C(SC1C(=O)OC)C=CC=C2 methyl 3-iodo-benzo[b]thiophene-2-carboxylate